(-)-2-[4-chloro-1'-(1H-indazole-5-carbonyl)-2-oxospiro[indole-3,3'-pyrrolidin]-1-yl]-N-(2,2,2-trifluoroethyl)acetamide ClC1=C2C(=CC=C1)N(C(C21CN(CC1)C(=O)C=1C=C2C=NNC2=CC1)=O)CC(=O)NCC(F)(F)F